CN(C)CC1=CC=C(C=C1)[N+](=O)[O-] N,N-dimethyl-4-nitrobenzylamine